ClC1=C(C=CC=C1C1C(NC(CC1)=O)=O)C1=CC=C(C=C1)N1C(CC12CCC2)=O 3-(2-chloro-4'-(2-oxo-1-azaspiro[3.3]heptan-1-yl)-[1,1'-biphenyl]-3-yl)piperidine-2,6-dione